NCC(C(=O)NC=1C=C2C=CN=CC2=CC1)N1C(C=C(C=C1)C)=O 3-amino-N-(isoquinolin-6-yl)-2-(4-methyl-2-oxopyridin-1(2H)-yl)propanamide